2,3,6,7-tetramethoxy-9,10-phenanthrenequinone COC1=CC=2C(C(C3=CC(=C(C=C3C2C=C1OC)OC)OC)=O)=O